CO[C@@H](CCOC1=C2C(=NC(=C1)C1=CN(C3=CN=C(C=C31)NC(C)=O)C)C3(OCC2)COCC3)C N-(3-(4'-((R)-3-Methoxybutoxy)-4,5,5',6'-Tetrahydro-2H-Spiro[Furan-3,8'-Pyrano[3,4-b]Pyridin]-2'-yl)-1-Methyl-1H-Pyrrolo[2,3-c]Pyridin-5-yl)Acetamide